OC1=C(C2=C(N(C1=O)CC=1C=NN(C1)CC=1C=NN(C1)C)C=CS2)C(=O)O 6-hydroxy-4-({1-[(1-methyl-1H-pyrazol-4-yl)methyl]-1H-pyrazol-4-yl}methyl)-5-oxo-4,5-dihydrothieno[3,2-b]pyridine-7-carboxylic acid